mercaptoethane-sulfonic acid SC(C)S(=O)(=O)O